2-((2-(1-methoxyvinyl)phenyl)ethynyl)aniline nitrogen diammonium salt [NH4+].[NH4+].[N+3].COC(=C)C1=C(C=CC=C1)C#CC1=C(N)C=CC=C1